FC(C(=O)OC)(C1=CC=C(C=C1)NC(CC1=CC=C(C=C1)C1=CC=2N(C=C1)N=CN2)=O)F Methyl 2,2-difluoro-2-[4-[[2-[4-([1,2,4]Triazolo[1,5-a]pyridin-7-yl)phenyl]acetyl]amino]phenyl]acetate